4-([1,1'-biphenyl]-4-ylthio)butylmethacrylic acid C1(=CC=C(C=C1)SCCCCC=C(C(=O)O)C)C1=CC=CC=C1